C(C)(C)(C)OC(=O)NC1CCN(CC1)C1=NC(=C(C=2N1C=CN2)C=2C=CC(=C(OCCCCCCC(=O)O)C2)OC)C2=CC(=C(C=C2)C#N)F 7-(5-(5-(4-((tert-butoxycarbonyl)amino)piperidin-1-yl)-7-(4-cyano-3-fluorophenyl)imidazo[1,2-c]pyrimidin-8-yl)-2-methoxyphenoxy)heptanoic acid